C(C(=C)C)(=O)OCCCCCCCCCCCCCCCCCCCOC(C=C)=O 19-(Acryloyloxy)-nonadecyl methacrylat